5'-O-(4,4'-dimethoxytrityl)-N6-Benzoyl-deoxyadenosine ethyl-3-[1-(methylsulfanyl)cyclopropyl]-3-oxopropionate C(C)C(C(=O)O[C@H]1C[C@@H](O[C@@H]1COC(C1=CC=C(C=C1)OC)(C1=CC=C(C=C1)OC)C1=CC=CC=C1)N1C=NC=2C(NC(C3=CC=CC=C3)=O)=NC=NC12)C(=O)C1(CC1)SC